BrC=1C(=CC(=C(C1)/C=C/C(=O)C1=CC=C(C=C1)NC(C1=CC=C(C=C1)C(C)C)=O)OC)O (E)-N-(4-(3-(5-bromo-4-hydroxy-2-methoxyphenyl)acryloyl)phenyl)-4-isopropylbenzamide